4-((1s,3s,5r)-3-ethoxy-8-((5-methoxy-7-methyl-1H-indol-4-yl)methyl)-8-azabicyclo[3.2.1]oct-1-yl)benzoic acid hydrochloride Cl.C(C)O[C@@H]1C[C@@]2(CC[C@H](C1)N2CC2=C1C=CNC1=C(C=C2OC)C)C2=CC=C(C(=O)O)C=C2